OC1[C@@H](O)[C@@H](O)[C@@H](O1)[C@@H](O)CO L-allofuranose